Br\C(\C(=O)N)=C/N1N=C(N=C1)C=1C=C(C2=C(C(CO2)(C)C)C1)C(F)(F)F (Z)-2-bromo-3-(3-(3,3-Dimethyl-7-(trifluoromethyl)-2,3-dihydrobenzofuran-5-yl)-1H-1,2,4-triazole-1-yl)acrylamide